sodium 3-methoxy-3-oxopropanesulfinate COC(CCS(=O)[O-])=O.[Na+]